(rac)-tert-butyl N-[1-[5-[2-methoxy-6-methyl-4-(trifluoromethyl)phenyl]oxazolo[4,5-b]pyridin-2-yl]-3-piperidyl]-N-methyl-carbamate COC1=C(C(=CC(=C1)C(F)(F)F)C)C1=CC=C2C(=N1)N=C(O2)N2C[C@@H](CCC2)N(C(OC(C)(C)C)=O)C |r|